di-n-propyl 2,3-diisopropyl-2-cyanosuccinate C(C)(C)C(C(=O)OCCC)(C(C(=O)OCCC)C(C)C)C#N